(3-fluoro-5-(trifluoromethyl)benzyl)-2-hydrazinopyridine FC=1C=C(CC=2C(=NC=CC2)NN)C=C(C1)C(F)(F)F